2-[[1-[2-(2,4-dimethoxypyrimidin-5-yl)pyrazolo[1,5-a]pyrazin-4-yl]-4,4-difluoro-pyrrolidin-3-yl]oxymethyl]-4-methyl-morpholine COC1=NC=C(C(=N1)OC)C1=NN2C(C(=NC=C2)N2CC(C(C2)(F)F)OCC2CN(CCO2)C)=C1